tert-butyl 2-(cyanomethyl)-4-[2-[[(2S)-1-isopropylpyrrolidin-2-yl]methoxy]-7-(1-naphthyl)-6,8-dihydro-5H-pyrido[3,4-d]pyrimidin-4-yl]piperazine-1-carboxylate C(#N)CC1N(CCN(C1)C=1C2=C(N=C(N1)OC[C@H]1N(CCC1)C(C)C)CN(CC2)C2=CC=CC1=CC=CC=C21)C(=O)OC(C)(C)C